C1(=CC=C(C=C1)C1=NN=C(N1C1=CC=CC=C1)C1=CC=C(C=C1)C(C)(C)C)C1=CC=CC=C1 3-(biphenyl-4-yl)-5-(4-tertbutyl-phenyl)-4-phenyl-4H-1,2,4-triazole